C=CC(CC)C(=O)O pentaene-3-carboxylic acid